Ethyl-3-(3-hydroxyphenyl)-3-oxopropanoate C(C)OC(CC(=O)C1=CC(=CC=C1)O)=O